(E)-2-chloro-4-phenyl-6-styrylquinoline ClC1=NC2=CC=C(C=C2C(=C1)C1=CC=CC=C1)\C=C\C1=CC=CC=C1